Cl.N1C[C@@H](CC1)CCC1=CC=C(C=C1)NC(=O)C1=NC=C(C=C1F)F |r| (RS)-3,5-Difluoro-pyridine-2-carboxylic acid [4-(2-pyrrolidin-3-yl-ethyl)-phenyl]-amide hydrochloride